FC(OC=1C(=CC2=CN(N=C2C1)C1CCC(CC1)C=O)NC(C1=NC(=CC=C1)C(F)(F)F)=O)F N-(6-(difluoromethoxy)-2-((1r,4r)-4-formylcyclohexyl)-2H-indazol-5-yl)-6-(trifluoromethyl)picolinamide